ClC1=C(C=C2C(=NC(=NC2=C1)OC[C@H]1N(CCC1)C)N1C[C@@H](NCC1)CC#N)C#N 7-chloro-4-((S)-3-(cyanomethyl)piperazin-1-yl)-2-(((S)-1-methylpyrrolidin-2-yl)methoxy)quinazoline-6-carbonitrile